1-palmitoyl-2-(5-hydroxy-8-oxo-octenoyl)-sn-glycero-3-phosphorylcholine C(CCCCCCCCCCCCCCC)(=O)OC[C@@H](OC(C=CCC(CCC=O)O)=O)COP(=O)(O)OCC[N+](C)(C)C